ClC=1C=NC(=CC1C(=O)O)C(C)(C)C#N 3-chloro-6-(1-cyano-1-methyl-ethyl)pyridine-4-carboxylic acid